CC1=C(C=CC=C1)NC1=CC(=C(C=C1)NC(CC)C)C N-(2-methylphenyl)-N'-1-methylpropyl-3-methyl-1,4-phenylenediamine